NC=1N=C(SC1C(C1=CC(=C(C=C1)C#N)F)=O)N(C1=CC=C(C=C1)F)[C@H](C(=O)N)C (S)-2-(N-[4-amino-5-(4-cyano-3-fluoro-benzoyl)thiazol-2-yl]-4-fluoro-anilino)propanamide